CN(C=1C=CC=2N(C3=CC=C(C=C3SC2C1)N(C)C)C(=O)OCCC1=CC=C(C=C1)O)C 4-hydroxy-phenethyl 3,7-bis(dimethyl-amino)-10H-phenothiazine-10-carboxylate